2-hydroxy-6-methoxy-4-methylbenzaldehyde OC1=C(C=O)C(=CC(=C1)C)OC